di(3-methoxyphenyl)phosphorus oxide COC=1C=C(C=CC1)[P](C1=CC(=CC=C1)OC)=O